OC=1C(=C(C(=O)C2=CC=CC=C2)C=CC1)C1CCCCC1 hydroxycyclohexyl-benzophenone